C(=C/CCCC)/CC(C(=O)O)C.CN(CC(=O)N1CC(OCC1)C1=CC=C(C=C1)C1=NNC(=C1C(C)C)C=1C=C(C=2N(C1)N=CN2)C)C 2-(Dimethylamino)-1-(2-(4-(4-isopropyl-5-(8-methyl-[1,2,4]triazolo[1,5-a]pyridin-6-yl)-1H-pyrazol-3-yl)phenyl)morpholino)ethan-1-one cis-3-Hexenyl-isobutyrate